Ethyl 5-(3,3,3-trifluoropropyl)-1,3,4-oxadiazole-2-carboxylate FC(CCC1=NN=C(O1)C(=O)OCC)(F)F